1-(2-ethyl-4-(1-(((3-methyl-4-morpholinylbenzyl)oxy)imino)ethyl)benzyl)pyrrolidine-3-carboxylic acid C(C)C1=C(CN2CC(CC2)C(=O)O)C=CC(=C1)C(C)=NOCC1=CC(=C(C=C1)N1CCOCC1)C